C(C)(C)(C)N1CCC(CC1)OC1=C(C=C(C=C1)Br)Cl tert-butyl-4-(4-bromo-2-chlorophenoxy)piperidine